Tert-butyl ((S)-2-hydroxy-3-(3-(N-methylsulfamoyl)phenoxy)propyl)((R)-8-(quinolin-3-ylsulfonyl)-1-oxa-8-azaspiro[4.5]decan-3-yl)carbamate O[C@@H](CN(C(OC(C)(C)C)=O)[C@H]1COC2(C1)CCN(CC2)S(=O)(=O)C=2C=NC1=CC=CC=C1C2)COC2=CC(=CC=C2)S(NC)(=O)=O